C1(CCCC1)C=1SC(=CN1)C1=C(C(=O)OC)C=C(C=C1)[N+](=O)[O-] Methyl 2-(2-cyclopentyl-1,3-thiazol-5-yl)-5-nitrobenzoate